2-methyl-2-(5-(trifluoromethoxy)pyrimidin-2-yl)propanoic acid CC(C(=O)O)(C)C1=NC=C(C=N1)OC(F)(F)F